Cl.NC1=NC=C(C=C1C#N)C=1C=C2N(N1)CCC21CNC1 2-amino-5-(5',6'-dihydrospiro[azetidine-3,4'-pyrrolo[1,2-b]pyrazol]-2'-yl)pyridine-3-carbonitrile-hydrochloride salt